tripropylene glycol n-propyl ether C(CC)OC(C)COC(C)COC(C)CO